COC(CCCCC)=O hexanoic acid methyl ester